2-(((4-Cyano-7-(4-isopropylthiazol-2-yl)-2,3-dihydrobenzofuran-5-yl)amino)methyl)-N-((tetrahydro-2H-pyran-2-yl)oxy)acrylamide C(#N)C1=C(C=C(C2=C1CCO2)C=2SC=C(N2)C(C)C)NCC(C(=O)NOC2OCCCC2)=C